4-(Hydroxy(4'-(trifluoromethyl)-[1,1'-biphenyl]-2-yl)methyl)piperidine-1-carboxylic acid tert-butyl ester C(C)(C)(C)OC(=O)N1CCC(CC1)C(C1=C(C=CC=C1)C1=CC=C(C=C1)C(F)(F)F)O